trisodium diphosphate salt [O-]P([O-])(=O)OP(=O)([O-])O.[Na+].[Na+].[Na+]